FC1=C(CN2C(=NC(=C2)NC(C(C)N2C[C@@H](C(CC2)(F)F)C2=CC=[N+](C=C2)[O-])=O)C)C=CC(=C1)F 4-((3S)-1-(1-((1-(2,4-difluorobenzyl)-2-methyl-1H-imidazol-4-yl)amino)-1-oxopropan-2-yl)-4,4-difluoropiperidin-3-yl)pyridine 1-oxide